OC(=O)C(F)(F)F.NC1(CCN(CC1)C1=CC(N(C(=N1)C)C1=C(C(=CC=C1)Cl)Cl)=O)C 6-(4-amino-4-methylpiperidin-1-yl)-3-(2,3-dichlorophenyl)-2-methylpyrimidin-4(3H)-one TFA Salt